7-methoxy-3-methyl-2-(4-(piperidin-1-yl)styryl)benzo[d]thiazol-3-ium iodide [I-].COC1=CC=CC=2[N+](=C(SC21)C=CC2=CC=C(C=C2)N2CCCCC2)C